7-(1-methyl-1H-pyrazol-4-yl)-3-(piperazin-1-yl)imidazo[1,2-c]pyrimidine hydrochloride Cl.CN1N=CC(=C1)C1=CC=2N(C=N1)C(=CN2)N2CCNCC2